[Pd].[Pd].C1(=CC=CC=C1)C=CC(C=CC1=CC=CC=C1)=O.[Sn] tin (1,5-diphenylpenta-1,4-dien-3-one) dipalladium